2-fluoro-norbornane FC1C2CCC(C1)C2